4,5,6,7-tetrahydroisoxazolo(5,4-c)pyridin-3(2H)-one-4,4,7-d3 O1NC(C2=C1C(NCC2([2H])[2H])[2H])=O